C(C(C)(C)C)(=O)OOC(C(C)C)(C)C 1,1,2-trimethylpropyl peroxypivalate